4-(3-phenylisooxazolidin-2-yl)-7H-pyrrolo[2,3-d]pyrimidin-2-amine C1(=CC=CC=C1)C1N(OCC1)C=1C2=C(N=C(N1)N)NC=C2